tetrahydrothiazazole S1NNCC1